[Br-].BrC(CCC[N+](CC)(CC)CC)CCCCC (4-bromononyl)triethylammonium bromide